1,2-dihexadecylglycero-3-phospho-glycerol C(CCCCCCCCCCCCCCC)OCC(OCCCCCCCCCCCCCCCC)COP(=O)(O)OCC(O)CO